FC1(CC(C1)([C@@H](C1=NN=CN1C)F)C=1C=C(C=CC1)N1C(C2=CC(=CC(=C2C1)C(F)(F)F)CN1[C@H](CN(CC1)CC)C(C)C)=O)F 2-(3-(3,3-difluoro-1-((S)-fluoro(4-methyl-4H-1,2,4-triazol-3-yl)methyl)cyclobutyl)phenyl)-6-(((S)-4-ethyl-2-isopropylpiperazin-1-yl)methyl)-4-(trifluoromethyl)isoindolin-1-one